(2R)-2-bromo-2-fluoro-acetic acid pentyl ester C(CCCC)OC([C@H](F)Br)=O